BrC1=C(C=C2C(=NC(=NC2=C1F)C)Cl)C(F)(F)F 7-bromo-4-chloro-8-fluoro-2-methyl-6-(trifluoromethyl)quinazoline